(S)-6-(2-aminopropyl)-7-bromo-4-((thien-2-ylmethyl)amino)thieno[3,2-d]Pyrimidine-2-carbonitrile N[C@H](CC1=C(C=2N=C(N=C(C2S1)NCC=1SC=CC1)C#N)Br)C